Cl.N1N=CC(=C1)C1=C2CCO[C@H](C2=CC=C1)CN (R)-(5-(1H-pyrazol-4-yl)isochroman-1-yl)methanamine hydrochloride salt